FC1=CC=C2NC=3CCCC(C3C3(C(NC=4C=CC5=C(C34)C=CC=C5)=O)C2=C1)=O 7-fluoro-3,4-dihydro-2H-spiro[acridine-9,1'-benzo[e]indole]-1,2'(3'H,10H)-dione